BrC(C=O)C1CCN(CC1)C(=O)OC(C)(C)C tert-butyl 4-(1-bromo-2-oxo-ethyl)piperidine-1-carboxylate